tert-butyl (R)-((1-(2-ethoxy-4,5-difluorobenzyl)pyrrolidin-3-yl)methyl)carbamate C(C)OC1=C(CN2C[C@H](CC2)CNC(OC(C)(C)C)=O)C=C(C(=C1)F)F